C(C)N1C(CC(CC1(C)C)O)(C)C 1-ethyl-2,2,6,6-tetramethyl-piperidin-4-ol